C(C1=CC=CC=C1)N(C(=O)N1CC2(CCCC2)C(CC1)(O)CN1C(C=C(C(=C1)C(N(C)C)=O)C1=CC=CC=C1)=O)C N-Benzyl-10-((5-(dimethylcarbamoyl)-2-oxo-4-phenylpyridin-1(2H)-yl)methyl)-10-hydroxy-N-methyl-7-azaspiro[4.5]decane-7-carboxamide